2,3-bis(2'-hydroxyethyl)-cyclohexan-1-ol OCCC1C(CCCC1CCO)O